3-chloro-7-(((1-methylcyclobutyl)amino)methyl)-1H-pyrrolo[3,2-b]pyridine-5-carbonitrile ClC1=CNC=2C1=NC(=CC2CNC2(CCC2)C)C#N